N-(2-benzylpentyl)-1-methyl-5-oxo-4H-1,2,4-triazole-3-carboxamide C(C1=CC=CC=C1)C(CNC(=O)C1=NN(C(N1)=O)C)CCC